(2R,4R)-N-[4-(2,6-difluorophenyl)-1,2-benzoxazol-3-yl]-4-[(ethanesulfonyl)amino]-3,3-difluoro-2-(hydroxymethyl)pyrrolidine-1-carboxamide FC1=C(C(=CC=C1)F)C1=CC=CC2=C1C(=NO2)NC(=O)N2[C@@H](C([C@@H](C2)NS(=O)(=O)CC)(F)F)CO